C(#N)[C@H](C[C@H]1C(NCC1)=O)NC([C@H](CC(C)(C)C)NC(=O)C=1NC2=C(C=CC(=C2C1)OC)F)=O N-[(2S)-1-({(1S)-1-cyano-2-[(3S)-2-oxopyrrolidin-3-yl]ethyl}amino)-4,4-dimethyl-1-oxopentan-2-yl]-7-fluoro-4-methoxy-1H-indole-2-carboxamide